N-(9Z-octadecenyl)-3-methoxy-4-hydroxyphenylacetamide C(=CCCCCCCCCCCCCCCCC)NC(CC1=CC(=C(C=C1)O)OC)=O